1,3-diphenyl-tetramethyldisilazane C1(=CC=CC=C1)[Si](N[Si](C1=CC=CC=C1)(C)C)(C)C